C(C)N1N=C(C=C1C(=O)NC(C(=O)OCC)\C=C\C(C)(C)C)CC(C)C ethyl (E)-2-(1-ethyl-3-isobutyl-5-pyrazolylcarbonylamino)-5,5-dimethyl-3-hexenoate